FC(C(C(F)F)(O)C1=CC=C(C=2N1N=CN2)C=2C=1N(C(=NC2)NCC2=C(C=CC3=C2CCO3)F)C=NN1)F 1,1,3,3-tetrafluoro-2-(8-(5-(((5-fluoro-2,3-dihydrobenzofuran-4-yl)methyl)amino)-[1,2,4]triazolo[4,3-c]pyrimidin-8-yl)-[1,2,4]triazolo[1,5-a]pyridin-5-yl)propan-2-ol